COC1=C(C=CC=C1)C=1N=C2N(C=CC=N2)C1 2-(2-methoxyphenyl)imidazo[1,2-a]pyrimidine